2-(2-methyl-1,3-benzoxazol-5-yl)-7-(piperazin-1-yl)-4H-pyrido[1,2-a]pyrimidin-4-one CC=1OC2=C(N1)C=C(C=C2)C=2N=C1N(C(C2)=O)C=C(C=C1)N1CCNCC1